C(#N)C(CC1C(NCCC1)=O)NC(=O)C1N(C2CC(C1CC2)(F)F)C(=O)C2(C1=CC(=CC=C1C=1C=CC(=CC21)Cl)Cl)O N-(1-cyano-2-(2-oxopiperidin-3-yl)ethyl)-2-(2,7-dichloro-9-hydroxy-9H-fluorene-9-carbonyl)-5,5-difluoro-2-azabicyclo[2.2.2]octane-3-carboxamide